N-(4-((10H-benzo[b]pyrido[2,3-e][1,4]oxazin-4-yl)oxy)-3-fluorophenyl)-1-ethyl-5-(4-fluorophenyl)-4-oxo-1,4-dihydropyridine-3-carboxamide N1=CC=C(C2=C1NC1=C(O2)C=CC=C1)OC1=C(C=C(C=C1)NC(=O)C1=CN(C=C(C1=O)C1=CC=C(C=C1)F)CC)F